CN1N=C2C(=CC=CC2=C1)[N+](=O)[O-] 2-Methyl-7-nitro-2H-indazole